ClC=1C=C(C=CC1Cl)CC(=O)N1[C@H]2CC[C@@H]1CC=1C(=NC=CC12)F 2-(3,4-dichlorophenyl)-1-((5S,8R)-1-fluoro-6,7,8,9-tetrahydro-5H-5,8-epiminocyclohepta-[c]pyridin-10-yl)ethan-1-one